Diallylamin Hydrochlorid Cl.C(C=C)NCC=C